CCCF FLUOROPROPANE